bis{1-ethyl (3-oxetanylmethoxy)methyl} ether C(C)C(OCC1COC1)OC(CC)OCC1COC1